ClC1=NC=C(C(=C1)I)OC(C)C 2-chloro-4-iodo-5-(propan-2-yloxy)pyridine